N-(4-(2-aminoethoxy)benzyl)-2-(cycloocta-2-yn-1-yloxy)acetamide NCCOC1=CC=C(CNC(COC2C#CCCCCC2)=O)C=C1